C(C)(C)(C)C1=NC=CC(=N1)C=1NC2=CC=C(C=C2C1)SC(C(=O)O)(C)C 2-((2-(2-(tert-Butyl)pyrimidin-4-yl)-1H-indol-5-yl)thio)-2-methylpropanoic acid